C(C)(C)C1(CC=C(CC1)C)SCCC(=O)NC 3-((1-isopropyl-4-methylcyclohex-3-en-1-yl)thio)-N-methylpropanamide